FC1=CC=C(C=C1)N1C(=C(C2=C(C=CC=C12)OC)C1=CC=C(C(=O)O)C=C1)C1CCC(CC1)O 4-[1-(4-fluorophenyl)-2-(4-hydroxycyclohexyl)-4-methoxy-indol-3-yl]benzoic acid